N-((2S,3R)-1-(((R)-1-((R)-6,7-dimethyl-4,10-dioxo-1,3,7,2-dioxazaborecan-2-yl)-3-methylbutyl)amino)-3-hydroxy-1-oxobutan-2-yl)-6-phenylpicolinamide C[C@@H]1CC(OB(OC(CCN1C)=O)[C@H](CC(C)C)NC([C@H]([C@@H](C)O)NC(C1=NC(=CC=C1)C1=CC=CC=C1)=O)=O)=O